CNC(=S)[C@@H]1CC[C@H](CC1)C1=NOC2(C1)CCN(CC2)C(=O)OC(C)(C)C tert-butyl 3-[trans-4-(methylthiocarbamoyl) cyclohexyl]-1-oxa-2,8-diazaspiro[4.5]dec-2-ene-8-carboxylate